6-chlorohexyl 2,3,4-tri-O-acetyl-α-D-xylopyranoside C(C)(=O)O[C@H]1[C@@H](OCCCCCCCl)OC[C@H]([C@@H]1OC(C)=O)OC(C)=O